5-(2-chloro-6,7-dimethyl-pteridin-4-yl)-1-methyl-pyridin-2-one ClC1=NC2=NC(=C(N=C2C(=N1)C=1C=CC(N(C1)C)=O)C)C